OCC1=CC(=C(N)C(=C1)C(C)C)C(C)C 4-Hydroxymethyl-2,6-diisopropylaniline